bis(1,3-bis-methylbutyl) sulfosuccinate S(=O)(=O)(O)C(C(=O)OC(CC(C)C)C)CC(=O)OC(CC(C)C)C